2-(3-fluoro-2'-(pyrrolidin-1-yl)-[2,4'-bipyridyl]-3'-yl)-1-((2-(trimethylsilyl)ethoxy)methyl)-1H-benzo[d]imidazole FC=1C(=NC=CC1)C1=C(C(=NC=C1)N1CCCC1)C1=NC2=C(N1COCC[Si](C)(C)C)C=CC=C2